NC=1C=C(C#N)C=CC1N1CCC(CC1)C(OC)C1=CC=C(C=C1)F 3-amino-4-(4-((4-fluorophenyl)(methoxy)methyl)piperidin-1-yl)benzonitrile